C(C)(C)O[Hf](OC(C)C)(OC(C)C)OC(C)C tetraisopropoxyhafnium